3-(methacryloyloxymethyl)-2-trifluoromethyl-oxetane C(C(=C)C)(=O)OCC1C(OC1)C(F)(F)F